CO[C@H]1CN(CC[C@@H]1N(C(=O)NC=1C(N(C=C(C1)C(F)(F)F)C)=O)C)C=1C=C2C(=NC1)NN=C2 1-((3S,4S)-3-methoxy-1-(1H-pyrazolo[3,4-b]pyridin-5-yl)piperidin-4-yl)-1-methyl-3-(1-methyl-2-oxo-5-(trifluoromethyl)-1,2-dihydropyridin-3-yl)urea